COC=1C=C(OCCCN2C[C@H](CCC2)C)C=CC1[N+](=O)[O-] (S)-1-(3-(3-methoxy-4-nitrophenoxy)propyl)-3-methylpiperidine